ethyl 2-(4-ethynyl-3-methoxyphenoxy)acetate C(#C)C1=C(C=C(OCC(=O)OCC)C=C1)OC